FC(C(=O)NC1CCC(CC1)C(=O)O)(C1=C(C=CC(=C1)C(NC1=CC(=C(C=C1)F)C)=O)F)F (1r,4r)-4-(2,2-difluoro-2-(2-fluoro-5-((4-fluoro-3-methylphenyl)carbamoyl)phenyl)acetamido)cyclohexane-1-carboxylic acid